1,4-dimethylcyclohexane-1-amine CC1(CCC(CC1)C)N